CN(C=1C=C(C=CC1)B(O)O)C 3-(dimethylamino)phenylboronic acid